5'-bromo-7'-(methylthio)-3'H-spiro[cyclopropane-1,2'-[1,4]dioxino[2,3-c]pyridine] BrC1=NC(=CC2=C1OCC1(O2)CC1)SC